C(C)(C)C12C3C(C(C=C1)(CC2)C)C(=O)OC3=O 1-isopropyl-4-methyl-bicyclo[2.2.2]oct-5-en-2,3-dicarboxylic acid anhydride